hexoxy-propan-1,2-diol C(CCCCC)OC(C(C)O)O